Isoxazole O1N=CC=C1